C1(CC1)[C@@](C=1C=C(C=CC1)C1=COC2=C(C=C(C=C2C1=O)CN1C[C@H](CCC1)C)C)(C1=NN=CN1C)F 3-(3-((R)-cyclopropylfluoro(4-methyl-4H-1,2,4-triazol-3-yl)methyl)phenyl)-8-methyl-6-(((S)-3-methylpiperidin-1-yl)methyl)-4H-chromen-4-one